3-(2-fluoro-4-(trifluoromethyl)-phenyl)-6-methoxybenzothiazol-2(3H)-one FC1=C(C=CC(=C1)C(F)(F)F)N1C(SC2=C1C=CC(=C2)OC)=O